4-[(2R)-3-(3,4-dihydro-1H-isoquinolin-2-yl)-2-hydroxy-propyl]-8-[(1-ethyl-4-piperidyl)oxy]-2,2-dimethyl-3H-1,4-benzoxazepin-5-one C1N(CCC2=CC=CC=C12)C[C@H](CN1CC(OC2=C(C1=O)C=CC(=C2)OC2CCN(CC2)CC)(C)C)O